C(C)(C)(C)C=1N=C(NC1)OCCOC 4-tert-butyl-2-(2-methoxyethoxy)-1H-imidazole